2,4-dichloro-5-((cyclopentyloxy)methyl)pyrimidine ClC1=NC=C(C(=N1)Cl)COC1CCCC1